ClC=1N=CN(C1)C1=C(C=C(C=N1)NC1=NN2C(N(CCC2)C2=CC=C(C=C2)F)=N1)OC N-[6-(4-Chloroimidazol-1-yl)-5-methoxy-3-pyridinyl]-4-(4-fluorophenyl)-6,7-dihydro-5H-[1,2,4]triazolo[1,5-a]pyrimidin-2-amine